C(CCC=CCC=CCCC=CCC=CC)(=O)O 4,7,11,14-hexadectetraenoic acid